C(C)OC1=C(C(=O)O)C=C(C=C1)S(=O)(=O)N1CCN(CC1)CCO 2-ethoxy-5-((4-(2-hydroxyethyl)piperazin-1-yl)sulfonyl)benzoic acid